6-(1-naphthyl)-2-((2,6-diisopropylphenyl)imino)pyridine C1(=CC=CC2=CC=CC=C12)C1=CC=CC(N1)=NC1=C(C=CC=C1C(C)C)C(C)C